C(N)(=N)[Pb] amidinolead